COCCNC(=O)N1CC(NCC1)C N-(2-methoxyethyl)-3-methylpiperazine-1-carboxamide